6-(4-amino-3-fluorophenyl)pyridin-2(1H)-one NC1=C(C=C(C=C1)C1=CC=CC(N1)=O)F